COC1(C(C=C(C=C1)OC)N=C=O)N=C=O 1,4-dimethoxyphenylene diisocyanate